(R)-1-(5-((3-(4-methyl-1-oxo-1,3-dihydroisobenzofuran-5-yl)-5-oxo-piperazin-1-yl)methyl)pyridin-2-yl)-1H-1,2,4-triazole-3-carbonitrile CC1=C2COC(C2=CC=C1[C@@H]1CN(CC(N1)=O)CC=1C=CC(=NC1)N1N=C(N=C1)C#N)=O